1-(2-((7-(8-ethyl-7-fluoro-3-hydroxynaphthalen-1-yl)-8-fluoro-2-(((2R,7aS)-2-fluorohexahydro-1H-pyrrolizin-7a-yl)methoxy)pyrido[4,3-d]pyrimidin-4-yl)amino)ethyl)imidazolidine-2,4-dione C(C)C=1C(=CC=C2C=C(C=C(C12)C1=C(C=2N=C(N=C(C2C=N1)NCCN1C(NC(C1)=O)=O)OC[C@]12CCCN2C[C@@H](C1)F)F)O)F